BrC=1C=C(CNC(OC(C)(C)C)=O)C=CC1C1C(NC(CC1)=O)=O tert-butyl (3-bromo-4-(2,6-dioxopiperidin-3-yl)benzyl)carbamate